Cl.C1(CC1)CC1NCCC2=CC=C(C=C12)NC=1C=NN(C1)C(F)F (cyclopropylmethyl)-N-(1-(difluoromethyl)-1H-pyrazol-4-yl)-1,2,3,4-tetrahydroisoquinolin-7-amine hydrochloride